tert-butyl 4-(7-(2,8-dimethylimidazo[1,2-a]pyridin-6-yl)-4-oxoquinazolin-3(4H)-yl)piperidine-1-carboxylate CC=1N=C2N(C=C(C=C2C)C2=CC=C3C(N(C=NC3=C2)C2CCN(CC2)C(=O)OC(C)(C)C)=O)C1